Ethyl Triflate O(S(=O)(=O)C(F)(F)F)CC